NC1=NC=NN2C1=C(C=C2CC=O)C=2C=NC1=CC=CC=C1C2 2-(4-amino-5-(quinolin-3-yl)pyrrolo[2,1-f][1,2,4]Triazin-7-yl)acetaldehyde